2-(((2R,3S,4R,5R)-5-(6-amino-2-chloro-9H-purin-9-yl)-3-ethynyl-3,4-dihydroxytetrahydrofuran-2-yl)methoxy)-2-(pyridin-4-ylmethyl)malonic acid NC1=C2N=CN(C2=NC(=N1)Cl)[C@H]1[C@@H]([C@@]([C@H](O1)COC(C(=O)O)(C(=O)O)CC1=CC=NC=C1)(O)C#C)O